1-((2,3-Bis(stearoyloxy)propyl)amino)-4-carboxy-1-oxobutan-2-aminium Chloride [Cl-].C(CCCCCCCCCCCCCCCCC)(=O)OC(CNC(C(CCC(=O)O)[NH3+])=O)COC(CCCCCCCCCCCCCCCCC)=O